1-(4-{[5-fluoro-4-(1-methylpyrazol-4-yl)pyrimidin-2-yl]amino}phenyl)-3-(pyridin-3-yl)urea FC=1C(=NC(=NC1)NC1=CC=C(C=C1)NC(=O)NC=1C=NC=CC1)C=1C=NN(C1)C